2-((4-(4-methylpiperazin-1-yl)phenyl)amino)-8-(tetrahydro-2H-pyran-4-yl)-5-((triisopropylsilyl)ethynyl)pyrido[2,3-d]pyrimidin-7(8H)-one CN1CCN(CC1)C1=CC=C(C=C1)NC=1N=CC2=C(N1)N(C(C=C2C#C[Si](C(C)C)(C(C)C)C(C)C)=O)C2CCOCC2